(2R,4S)-1-acetyl-4-(3-isopropoxy-4-methoxyphenyl)pyrrolidine-2-carboxylic acid C(C)(=O)N1[C@H](C[C@H](C1)C1=CC(=C(C=C1)OC)OC(C)C)C(=O)O